laurylsulfate C(CCCCCCCCCCC)OS(=O)(=O)[O-]